OCC(NCCS(=O)(=O)O)(CO)CO N-tris-(hydroxymethyl)methyl-2-aminoethanesulfonic acid